N-(2-(4-cyclopropyl-6-methoxypyrimidin-5-yl)-9-((2-(trifluoromethyl)-6,7-dihydro-5H-benzo[c]imidazo[1,2-a]azepin-9-yl)methyl)-9H-pyrimido[4,5-b]indol-7-yl)methanesulfonamide C1(CC1)C1=NC=NC(=C1C=1N=CC2=C(N(C3=CC(=CC=C23)NS(=O)(=O)C)CC2=CC3=C(C=4N(CCC3)C=C(N4)C(F)(F)F)C=C2)N1)OC